C(\C=C/C(=O)O)(=O)O.C(#N)C=1C=NC2=CC(=C(C=C2C1NC1=CC(=CC=C1)C#C)NC(\C=C\CN(C)C)=O)OCC (E)-N-(3-cyano-7-ethoxy-4-(3-ethynylphenylamino)quinolin-6-yl)-4-(dimethylamino)but-2-enamide maleate